(6-(2-isopropylphenyl)pyridazin-3-yl)methanamine C(C)(C)C1=C(C=CC=C1)C1=CC=C(N=N1)CN